ClC=1C=C(C=CC1OC1=CC(=NC=C1)C)CC1CN(CCO1)C(=O)OC(C)(C)C tert-butyl 2-[[3-chloro-4-[(2-methyl-4-pyridyl)oxy]phenyl]methyl]morpholine-4-carboxylate